CCC(CCCCOC(C=1C(C(=O)[O-])=CC=CC1)=O)(C)O 5-mono-2-ethyl-5-hydroxyhexylphthalate